O=C1N(CC2=C(C=CC=C12)C=1C=CC=2N(C1)C(NN2)=O)CC(C#N)=C 2-[[1-oxo-4-(3-oxo-2H-[1,2,4]triazolo[4,3-a]pyridin-6-yl)isoindolin-2-yl]methyl]prop-2-enenitrile